C(CCCCCCCCC)OC1=CC=C(CNC2=CC=NC3=CC=CC=C23)C=C1 N-[4-(Decyloxy)benzyl]quinolin-4-amine